2-[2-(3-Cyclopropylphenyl)-7-azaspiro[3.5]nonane-7-carbonyl]-7-oxa-5-azaspiro[3.4]octan-6-one C1(CC1)C=1C=C(C=CC1)C1CC2(C1)CCN(CC2)C(=O)C2CC1(C2)NC(OC1)=O